C(C)(C)C1OCC(O1)=C 2-Isopropyl-4-methylen-1,3-di-oxolan